methyl-N-methyl-N-(6-(2-morpholinoethyl)-4-phenylquinolin-2-yl)glycine CC(N(C1=NC2=CC=C(C=C2C(=C1)C1=CC=CC=C1)CCN1CCOCC1)C)C(=O)O